O(C1=CC=CC=C1)[C@H]1C[C@@H](N(C1)C(=O)OC(C)(C)C)C(=O)OCC1=CC=CC=C1 2-benzyl 1-tert-butyl (2R,4S)-4-phenoxypyrrolidine-1,2-dicarboxylate